OC1=C(C=C(C=C1CCCCC)CCCCC)CC(=O)O 2-(2-hydroxy-3,5-dipentylphenyl)acetic acid